(S)-3-(6-methoxypyridin-3-yl)-3-(6-(2-(5,6,7,8-tetrahydro-1,8-naphthyridin-2-yl)ethoxy)-2H-indazol-2-yl)propionic acid COC1=CC=C(C=N1)[C@H](CC(=O)O)N1N=C2C=C(C=CC2=C1)OCCC1=NC=2NCCCC2C=C1